ClC(C1=NC(=NO1)C1=CC=2N(C=C1)C=C(N2)CC(=O)N=S(=O)(C)C2=C(C=C(C=C2)F)F)(F)F 2-(7-(5-(chlorodifluoromethyl)-1,2,4-oxadiazol-3-yl)imidazo[1,2-a]pyridin-2-yl)-N-((2,4-difluorophenyl)(methyl)(oxo)-λ6-sulfaneylidene)acetamide